((6-methyl-4-(methylthio)-2-oxo-1,2-dihydropyridin-3-yl)methyl)benzo[d][1,3]dioxole-5-carboxamide CC1=CC(=C(C(N1)=O)CC1OC2=C(O1)C=CC(=C2)C(=O)N)SC